N-[(4S)-chroman-4-yl]-7-fluoro-4-(3-hydroxycyclobutyl)-8-(2,3,5-trifluorophenyl)quinoline-3-carboxamide O1CC[C@@H](C2=CC=CC=C12)NC(=O)C=1C=NC2=C(C(=CC=C2C1C1CC(C1)O)F)C1=C(C(=CC(=C1)F)F)F